C(C)(C)(C)OC(N[C@@H]1CN(CCC1)C1=CC(=C(C=C1)C(NC1=CC=C(C=C1)OC)=O)[N+](=O)[O-])=O (S)-(1-(4-((4-methoxyphenyl)carbamoyl)-3-nitrophenyl)piperidin-3-yl)carbamic acid tert-butyl ester